N-hydroxysuccinimide 4-maleimidobutyrate C1(C=CC(N1CCCC(=O)O)=O)=O.ON1C(CCC1=O)=O